C(C)OC=1C=C(C(=NC1)C=1N=C(SC1)NC1=NC=CC=C1C)C 4-(5-ethoxy-3-methylpyridin-2-yl)-N-(3-methylpyridin-2-yl)thiazol-2-amine